NC1=C(C=C(C=C1)C1NCC12CCC(CC2)N(C)C)OC (4-amino-3-methoxyphenyl)-N,N-dimethyl-2-azaspiro[3.5]nonan-7-amine